N1(CCCC1)CCNP(O)(O)=O 2-(pyrrolidin-1-yl)ethyl-phosphoramidic acid